CC1=NN2C(C=C(C=C2)N=C(C2=CC=CC=C2)C2=CC=CC=C2)=C1 N-(2-methylpyrazolo[1,5-a]pyridin-5-yl)-1,1-diphenylmethanimine